3-(2-hydroxy-3,4,5-trimethoxyphenyl)coumarin OC1=C(C=C(C(=C1OC)OC)OC)C=1C(OC2=CC=CC=C2C1)=O